2-bromo-4-methyl-7,8-dihydro-4H-pyrazolo[1,5-a][1,3]diazepin-5(6H)-one BrC1=NN2C(N(C(CCC2)=O)C)=C1